2-((1R,5S,6S)-3-(2-(cyclobutyl-(methyl)amino)-8,8-difluoro-5,6,7,8-tetrahydroquinazolin-4-yl)-3-azabicyclo[3.1.0]hexan-6-yl)acetic acid C1(CCC1)N(C1=NC=2C(CCCC2C(=N1)N1C[C@@H]2C([C@@H]2C1)CC(=O)O)(F)F)C